(2S,4S)-2-methyl 1-tert-butyl 4-((2,2-difluorobenzo[d][1,3]dioxol-5-yl)oxy)pyrrolidine-1,2-dicarboxylate FC1(OC2=C(O1)C=CC(=C2)O[C@H]2C[C@H](N(C2)C(=O)OC(C)(C)C)C(=O)OC)F